FC1(CCN(CCC1)C1=C(C(=O)NC=2C=C(C=CC2)[S@](=O)(C)=NC(C(C)(C)NC(OC(C)(C)C)=O)=O)C(=C(C=N1)C(F)(F)F)C)F tert-butyl (R)-(1-(((3-(2-(4,4-difluoroazepan-1-yl)-4-methyl-5-(trifluoromethyl)nicotinamido)phenyl)(methyl)(oxo)-λ6-sulfaneylidene)amino)-2-methyl-1-oxopropan-2-yl)carbamate